6-anthraquinonedisulfonate disodium salt [Na+].[Na+].C1=C(C=CC=2C(C3=CC(=CC=C3C(C12)=O)S(=O)(=O)[O-])=O)S(=O)(=O)[O-]